gallium carbon Methyl 4-{[(2E)-4-aminobut-2-en-1-yl]amino}-3-methoxy-5-nitrobenzoate hydrochloride Cl.NC/C=C/CNC1=C(C=C(C(=O)OC)C=C1[N+](=O)[O-])OC.[C].[Ga]